3-((3-cyanoazetidin-1-yl)sulfonyl)-5-fluorobenzoic acid C(#N)C1CN(C1)S(=O)(=O)C=1C=C(C(=O)O)C=C(C1)F